(P)-2-[4-[4-(aminomethyl)-8-methyl-1-oxo-2H-phthalazin-6-yl]-2-methyl-pyrazol-3-yl]-6-(cyclopropoxy)-3-fluoro-benzonitrile NCC1=NNC(C2=C(C=C(C=C12)C1=C(N(N=C1)C)C1=C(C#N)C(=CC=C1F)OC1CC1)C)=O